N1N=CC(=C1)CCNC1=NC(=NC(=C1C)C)C(=O)NCC(C(F)(F)F)(C1=CC=CC=C1)O 4-((2-(1H-pyrazol-4-yl)ethyl)amino)-5,6-dimethyl-N-(3,3,3-trifluoro-2-hydroxy-2-phenylpropyl)pyrimidine-2-carboxamide